4-[[3-(4-chlorophenyl)imidazo[1,2-a]pyrazin-8-yl]amino]-2-methyl-N-[2-(1-methylpiperidin-4-yl)ethyl]benzamide ClC1=CC=C(C=C1)C1=CN=C2N1C=CN=C2NC2=CC(=C(C(=O)NCCC1CCN(CC1)C)C=C2)C